C(C(=C)C)(=O)OCCCCCCCCCCCOC1=CC=C(C=C1)N=NC1=CC=C(C=C1)CCCC 11-[4-(4-butylphenylazo)phenoxy]-undecyl methacrylate